COC(=O)C=1N(C2=NC(=CC=C2C(C1CNC(C1=CC=C(C=C1)S(N)(=O)=O)=O)=O)C(F)(F)F)C1=CC=CC=C1 4-Oxo-1-phenyl-3-[(4-sulfamoyl-benzoylamino)-methyl]-7-trifluoromethyl-1,4-dihydro-[1,8]naphthyridine-2-carboxylic acid methyl ester